2-(1H-pyrrolo[2,3-b]pyridin-5-yloxy)benzamide N1C=CC=2C1=NC=C(C2)OC2=C(C(=O)N)C=CC=C2